(5-Chloro-6-(2H-1,2,3-triazol-2-yl)pyridin-3-yl)-1-(naphthalen-1-yl)-5-(trifluoromethyl)-1H-pyrazole-4-carboxamide ClC=1C=C(C=NC1N1N=CC=N1)C1=NN(C(=C1C(=O)N)C(F)(F)F)C1=CC=CC2=CC=CC=C12